FC(C1=NN=C(O1)C=1C=CC(=NC1)CN1C(C2=CC(=CC=C2C(C1=O)(C)C)C1CCN(CC1)C(CO)=O)=O)F 2-((5-(5-(difluoromethyl)-1,3,4-oxadiazole-2-yl)pyridine-2-yl)methyl)-7-(1-(2-hydroxyacetyl)piperidine-4-yl)-4,4-dimethylisoquinoline-1,3(2H,4H)-dione